C(C)(C)(C)OC(=O)N1CC(C(CC1)O)C1N2C(C3=CC=CC=C13)=CN=C2 4-hydroxy-3-(5H-imidazo[5,1-a]isoindol-5-yl)piperidine-1-carboxylic acid tert-butyl ester